C[Si](CCOC)(C)C (2-(trimethylsilyl)ethoxy)methane